4-((2S,6R)-4-acryloyl-2,6-dimethylpiperazin-1-yl)-7-(2-fluoro-3-methylphenyl)-1-(2-isopropyl-4-methylpyridin-3-yl)-2-oxo-1,2-dihydropyrido[2,3-d]pyrimidine-6-carbonitrile C(C=C)(=O)N1C[C@@H](N([C@@H](C1)C)C=1C2=C(N(C(N1)=O)C=1C(=NC=CC1C)C(C)C)N=C(C(=C2)C#N)C2=C(C(=CC=C2)C)F)C